N1(CCOCC1)CCN1CCNCC1 4-[2-(morpholin-4-yl)ethyl]piperazin